2-(4-(4-(3-cyano-4-((3-fluoropyridin-2-yl)thio)pyrazolo[1,5-a]pyridin-6-yl)-5-methyl-1H-pyrazol-1-yl)piperidin-1-yl)-N,N-dimethylacetamide C(#N)C=1C=NN2C1C(=CC(=C2)C=2C=NN(C2C)C2CCN(CC2)CC(=O)N(C)C)SC2=NC=CC=C2F